Cl.Cl.OC=1C=CC(=NC1)N1CCN(CC1)C(CCC1=CC=C(C=C1)OCCOC)=O 1-[4-(5-Hydroxypyridin-2-yl)-piperazin-1-yl]-3-[4-(2-methoxyethoxy)phenyl]-propan-1-one dihydrochloride